OCCCCCOC(C=C)=O acrylic acid hydroxypentyl ester